C(CCC)OC(C1C2(C(C)O2)O1)=O 2,3-epoxybutyl-3,4-epoxypentanoate